CC=1C=C2C(C=C(OC2=C(C1)C(C)NC1=C(C(=O)O)C=CC=C1)C=1C=C2CCN(C(C2=CC1)=O)C)=O 2-((1-(6-Methyl-2-(2-methyl-1-oxo-1,2,3,4-tetrahydroisoquinolin-6-yl)-4-oxo-4H-chromen-8-yl)ethyl)amino)benzoic acid